FC(N1N=C(C(=C1C)C=1C=NN2C1C=C(C=C2)C=2SC(=C(N2)OC)C(=O)OCC)C)F ethyl 2-[3-[1-(difluoro-methyl)-3,5-dimethyl-pyrazol-4-yl]pyrazolo[1,5-a]pyridin-5-yl]-4-methoxy-thiazole-5-carboxylate